C(CCC)C=1C=C(C=CC1O)C(CCCCCCCCCCC)C1=CC(=C(C=C1)O)CCCC 1,1-bis(3-butyl-4-hydroxyphenyl)dodecane